C(C)(C)(C)OC(=O)N[C@@H](C(=O)O)CC1=CC(=C(C=C1)OC(=O)OCC[Si](C)(C)C)I (R)-2-((tert-butoxycarbonyl)amino)-3-(3-iodo-4-(((2-(trimethylsilyl)ethoxy)carbonyl)oxy)phenyl)propionic acid